pentaerythritol tetrakis(β-dodecyl-mercapto)propionate CC(CCCCCCCCCC)SC(C(C(=O)OCC(CO)(CO)CO)(SC(C)CCCCCCCCCC)SC(C)CCCCCCCCCC)SC(C)CCCCCCCCCC